C(#N)C=1C=CC(=C(C(=O)NCCC2=CC=C(C=C2)S(NC(NC2CCCCC2)=O)(=O)=O)C1)O 5-cyano-N-(4-(N-(cyclohexylcarbamoyl)sulfamoyl)phenethyl)-2-hydroxybenzoamide